6-[(E)-but-2-enyl]-4-[6-chloro-5-(morpholine-4-carbonyl)-2-pyridyl]-2-methyl-1H-pyrrolo[2,3-c]pyridin-7-one C(\C=C\C)N1C(C2=C(C(=C1)C1=NC(=C(C=C1)C(=O)N1CCOCC1)Cl)C=C(N2)C)=O